[3-(2-Aminoethylamino)-propyl]trimethoxy-silan NCCNCCC[Si](OC)(OC)OC